(phthalazin-6-ylmethylene)-1H-imidazol-5-one C1=NN=CC2=CC(=CC=C12)C=C1NC(C=N1)=O